[N+](=O)([O-])C=1C(=NC=C(C(=O)O)C1)N1CCCCC1 5-nitro-6-(piperidin-1-yl)nicotinic acid